3-(2-chloro-4-fluorophenoxy)-2(1H)-pyridone ClC1=C(OC=2C(NC=CC2)=O)C=CC(=C1)F